N-[(1H-benzimidazol-2-yl)methyl]-8-bromo-2-(piperidin-1-yl)pyrazolo[1,5-a][1,3,5]triazin N1C(=NC2=C1C=CC=C2)CN2C=1N(C=NC2N2CCCCC2)N=CC1Br